C[C@H]1C[C@@]2([C@H]3CC[C@@H]4[C@]5(CC[C@@H]([C@@H]5CC[C@]4([C@@]3(CC[C@H]2C(C1)(C)C)C)C)C(C)(C)O)C)C The molecule is a hopanoid that consists of hopan-22-ol carrying an additional methyl substituent at the 2beta-position. It has a role as a bacterial metabolite. It is a hopanoid, a tertiary alcohol and a pentacyclic triterpenoid. It derives from a hopan-22-ol.